N-(oxetan-3-yl)-2-(pyridin-4-yl)-1,7-naphthyridin-4-amine O1CC(C1)NC1=CC(=NC2=CN=CC=C12)C1=CC=NC=C1